C(C=C)(=O)N1C[C@H](C[C@@H]1CO)N1N=C(C(=C1NC)C(=O)N)C#CC1=CC2=C(N(C=N2)C2CC2)C=C1F 1-((3s,5r)-1-propenoyl-5-(hydroxymethyl)pyrrolidin-3-yl)-3-((1-cyclopropyl-6-fluoro-1H-benzo[d]imidazol-5-yl)ethynyl)-5-(methylamino)-1H-pyrazole-4-carboxamide